C#CC#CCC hexadiyn